Cl.CC1=NC(=CC=C1CN1N=C2C3=C(CCC2=C1)OC(=C3C)C(=O)O)C 2-[(2,6-dimethylpyridin-3-yl)methyl]-8-methyl-4,5-dihydro-2H-furo[2,3-g]indazole-7-carboxylic acid hydrogen chloride